FC=1C=C(COC=2C=C3N(C(N2)=O)CC2(CCOCC2)N3C)C=C(C1OC=1C=NC(=CC1)C)F 7-((3,5-difluoro-4-((6-methylpyridin-3-yl)oxy)benzyl)oxy)-1-methyl-2',3',5',6'-tetrahydro-1H-spiro[imidazo[1,2-c]pyrimidine-2,4'-pyran]-5(3H)-one